7-(1-hydroxyethyl)-4-(o-tolyl)-2H-chromen-2-one OC(C)C1=CC=C2C(=CC(OC2=C1)=O)C1=C(C=CC=C1)C